N,N-bis(2,4-dimethoxybenzyl)-3-(((4-methoxy-3-(1-methyl-1H-1,2,4-triazol-3-yl)-5-nitrophenylmethyl)oxy)methyl)aniline COC1=C(CN(C2=CC(=CC=C2)COCC2=CC(=C(C(=C2)[N+](=O)[O-])OC)C2=NN(C=N2)C)CC2=C(C=C(C=C2)OC)OC)C=CC(=C1)OC